C(CCCCCCC\C=C/CCCCCCCC)(=O)NCCNCCO N-oleoyl-N'-hydroxyethyl-ethylenediamine